FC1=C(C=C2C=CN(C(C2=C1)=O)CCC[C@H](C)NC=1C=NNC(C1C(F)(F)F)=O)C1=NC=C(C=C1)F 7-fluoro-6-(5-fluoropyridin-2-yl)-2-[(4S)-4-[[6-oxo-5-(trifluoromethyl)-1H-pyridazin-4-yl]amino]pentyl]isoquinolin-1-one